(R)-2-((1-(2-cyano-3-((3,3-difluorocyclobutyl)amino)-7-methylquinoxalin-5-yl)ethyl)amino)benzoic acid C(#N)C1=NC2=CC(=CC(=C2N=C1NC1CC(C1)(F)F)[C@@H](C)NC1=C(C(=O)O)C=CC=C1)C